CC(C(=O)OCC1=CC(=CC=C1)C(F)(F)F)=C 3-(trifluoromethyl)benzyl 2-methyl-acrylate